(4-(2,2-difluoroethyl)-1-(2-((2-(2-fluoro-6-methoxyphenyl)pyrimidin-4-yl)amino)-5-(1-(tetrahydro-2H-pyran-4-yl)-1H-pyrazol-4-yl)pyridin-4-yl)piperidin-4-yl)methanol FC(CC1(CCN(CC1)C1=CC(=NC=C1C=1C=NN(C1)C1CCOCC1)NC1=NC(=NC=C1)C1=C(C=CC=C1OC)F)CO)F